3-(4-(1H-pyrazol-4-yl)-1-(4-(trifluoromethoxy)phenyl)-1H-pyrazolo[3,4-b]pyridin-3-yl)azetidine-1-carboxylic acid tert-butyl ester C(C)(C)(C)OC(=O)N1CC(C1)C1=NN(C2=NC=CC(=C21)C=2C=NNC2)C2=CC=C(C=C2)OC(F)(F)F